2-chloro-4-(8-(4-(4-(1-(2-(2,6-dioxopiperidin-3-yl)-1,3-dioxoisoindolin-5-yl)piperidin-4-yl)piperazine-1-carbonyl)-2-fluorophenyl)-2,8-diazaspiro[4.5]decan-2-yl)benzonitrile ClC1=C(C#N)C=CC(=C1)N1CC2(CC1)CCN(CC2)C2=C(C=C(C=C2)C(=O)N2CCN(CC2)C2CCN(CC2)C=2C=C1C(N(C(C1=CC2)=O)C2C(NC(CC2)=O)=O)=O)F